C(CCC(=O)[O-])(=O)OCCCCCCC(C)C Monoisononyl succinate